C(C(=C)C)(=O)OCCCC(O[SiH](OC)OC)CCCOC(C(=C)C)=O di-(3-methacryloxypropyl)trimethoxysilane